N-(5-(7-(1-acetamidoethyl)-5-chloro-6-fluoro-1H-indazol-4-yl)pyrazolo[1,5-a]pyridin-2-yl)-2-fluorocyclopropane-1-carboxamide C(C)(=O)NC(C)C=1C(=C(C(=C2C=NNC12)C1=CC=2N(C=C1)N=C(C2)NC(=O)C2C(C2)F)Cl)F